C1(CC1)C1=C(C(=NO1)C1=CC=C(C=C1)O)CO[C@H]1[C@@H]2CN([C@H](C1)C2)C=2SC1=C(N2)C(=CC(=C1)C(=O)O)F 2-((1S,4S,5R)-5-((5-cyclopropyl-3-(4-hydroxyphenyl)isoxazol-4-yl)methoxy)-2-azabicyclo[2.2.1]heptan-2-yl)-4-fluorobenzo[d]thiazole-6-carboxylic acid